ClC=1C=CC(=C(C1)C1=CC(=NC=C1F)OC)N1N=NN=C1 4-(5-Chloro-2-(1H-tetrazol-1-yl)phenyl)-5-fluoro-2-methoxypyridine